15-methyl-hexadecane-1-sulfonic acid CC(CCCCCCCCCCCCCCS(=O)(=O)O)C